2-(dibenzylamino)-N-(4-(5-(difluoromethyl)-1,3,4-oxadiazol-2-yl)benzyl)-N-phenylethane-1-sulfonamide C(C1=CC=CC=C1)N(CCS(=O)(=O)N(C1=CC=CC=C1)CC1=CC=C(C=C1)C=1OC(=NN1)C(F)F)CC1=CC=CC=C1